6-(2,6-dichloro-3,5-dimethoxyphenyl)-2-(methylthio)-8-(2,2,2-trifluoroethyl)pyrido[3,4-d]pyrimidine ClC1=C(C(=C(C=C1OC)OC)Cl)C1=CC2=C(N=C(N=C2)SC)C(=N1)CC(F)(F)F